4-[(7-chloro-3,4-dihydro-2H-1,4-benzoxazin-4-yl)sulfonyl]benzaldehyde ClC1=CC2=C(N(CCO2)S(=O)(=O)C2=CC=C(C=O)C=C2)C=C1